(1aR,5aR)-2-(3-Fluoro-pyridin-4-yl)-1a,2,5,5a-tetrahydro-1H-2,3-diaza-cyclopropa[a]pentalene-4-carboxylic acid ((S)-2,2-dimethyl-1-pyridin-2-yl-propyl)-amide CC([C@@H](C1=NC=CC=C1)NC(=O)C=1C=2C[C@@H]3[C@H](C2N(N1)C1=C(C=NC=C1)F)C3)(C)C